2-(MORPHOLINO)PHENYLBORONIC ACID O1CCN(CC1)C1=C(C=CC=C1)B(O)O